NC1=C(C=C(N=N1)C1=C(C=CC=C1)O)N(C)CCC1=CC=C(C=C1)CN 2-[6-amino-5-([2-[4-(aminomethyl)phenyl]ethyl](methyl)amino)pyridazin-3-yl]phenol